NC1=C(C=C(C=C1)C1=CC=C(C=C1)F)NC(C1=CC=C(C=C1)S(=O)(=N)C1=C(N=CN1)C)=O N-[2-amino-5-(4-fluorophenyl)phenyl]-4-[(4-methyl-1H-imidazol-5-yl)sulfonimidoyl]benzamide